2-[(3-{3-[(2,4-dichlorophenoxy)methyl]-4-fluorophenyl}-2,5-dihydro-1H-pyrrol-1-yl)methyl]-1-{[(2S)-oxetan-2-yl]methyl}-1H-1,3-benzodiazole-6-carboxylic acid ClC1=C(OCC=2C=C(C=CC2F)C=2CN(CC2)CC2=NC3=C(N2C[C@H]2OCC2)C=C(C=C3)C(=O)O)C=CC(=C1)Cl